C(C)(C)(C)C=1C=C(C(=O)OC2=C(C=C(C=C2C(C)(C)C)C(C)(C)C)C)C=C(C1O)C(C)(C)C 2-methyl-4,6-di-tert-butylphenyl 3,5-di-tert-butyl-4-hydroxybenzoate